C(=C)C=1C(=C(SC1)C=1SC=CC1)C#N vinyl-cyanobithiophene